Cl.FC1=C2CC3(CCNCC3)C(C2=CC=C1)N 4-Fluorospiro[indane-2,4'-piperidine]-1-amine hydrochloride